tert-butyl 4-[(5-bromo-2-methoxypyridin-4-yl)methyl]-4-cyanopiperidine-1-carboxylate BrC=1C(=CC(=NC1)OC)CC1(CCN(CC1)C(=O)OC(C)(C)C)C#N